oxa-27-aza-triacontan OCCCCCCCCCCCCCCCCCCCCCCCCCNCCC